3-[3-(3,5-dimethyl-1H-pyrazol-4-yl)-propoxy]-4-fluoro-benzoic acid methyl ester COC(C1=CC(=C(C=C1)F)OCCCC=1C(=NNC1C)C)=O